2-[5-[8-[2-[3-(3,3a,4,5,6,6a-hexahydro-1H-cyclopenta[c]pyrrol-2-yl)prop-1-ynyl]-4-pyridyl]-3,8-diazabicyclo[3.2.1]octan-3-yl]-6-amino-pyridazin-3-yl]phenol C1N(CC2C1CCC2)CC#CC2=NC=CC(=C2)N2C1CN(CC2CC1)C=1C=C(N=NC1N)C1=C(C=CC=C1)O